C1(=CC=CC=C1)C1=CC(=NN=N1)C1=CC=CC=C1 Diphenyl-triazine